N1N=CC(=C1)C1=CC=C(C=C1)NC1=NC(=NC=C1)C1=C(C=C2C=C(NC2=C1)C(=O)N(C)C)Cl 6-(4-((4-(1H-pyrazol-4-yl)phenyl)-amino)-pyrimidin-2-yl)-5-chloro-N,N-dimethyl-1H-indole-2-carboxamide